(E)-2-(1,2-bis(4-tolyl)vinyl)quinoline C1(=CC=C(C=C1)/C(=C\C1=CC=C(C=C1)C)/C1=NC2=CC=CC=C2C=C1)C